FC(S(=O)(=O)OC1=CC(=CC(=C1)C(F)(F)F)C(=O)NC(C)C1=NC=NN1C1=NC=C(C=C1)C#N)(F)F 3-[[[1-[1-(5-cyano-2-pyridinyl)-1H-1,2,4-triazol-5-yl]ethyl]amino]carbonyl]-5-(trifluoromethyl)phenyl 1,1,1-trifluoromethanesulfonate